C(CCC)(=O)[O-].C(CCC)(=O)[O-].C(CCCCCCC)[Sn+2]CCCCCCCC dioctyl-tin dibutyrate